3-{1-[4-(morpholine-4-carbonyl)-phenyl]-1H-[1,2,3]triazol-4-yl}-2-oxo-1,2-dihydro-quinoline-7-carbonitrile N1(CCOCC1)C(=O)C1=CC=C(C=C1)N1N=NC(=C1)C=1C(NC2=CC(=CC=C2C1)C#N)=O